N2-(5-Chloro-1H-indol-3-yl)-N1-methyl-5-(trifluoromethyl)-1H-benzo[d]imidazole-1,2-diamine hydrochloride Cl.ClC=1C=C2C(=CNC2=CC1)NC1=NC2=C(N1NC)C=CC(=C2)C(F)(F)F